(5-carbamoyl-4-ethoxypyrimidin-2-yl)piperazine-1-carboxylic acid tert-butyl ester C(C)(C)(C)OC(=O)N1C(CNCC1)C1=NC=C(C(=N1)OCC)C(N)=O